Zinc dipyridoxyl diphosphate O(P(OCC=1C(CO)=CN=C(C)C1O)(=O)OP(=O)([O-])[O-])CC=1C(CO)=CN=C(C)C1O.[Zn+2]